FC1=NC=CC(=C1)C1=CC=C2C(=N1)C(=NN2C2OCCCC2)C2=CC(=NC=C2)C 5-(2-Fluoropyridin-4-yl)-3-(2-methylpyridin-4-yl)-1-(tetrahydro-2H-pyran-2-yl)-1H-pyrazolo[4,3-b]pyridine